CO[C@@H]1C[C@H](N(C1)C([C@H](C(C)(C)C)NC(OC(C)(C)C)=O)=O)C(N[C@@H](C)C1=CC=C(C=C1)C1=C(N=CS1)C)=O tert-butyl ((S)-1-((2S,4R)-4-methoxy-2-(((S)-1-(4-(4-methylthiazol-5-yl)phenyl) ethyl)carbamoyl)pyrrolidin-1-yl)-3,3-dimethyl-1-oxobutan-2-yl)carbamate